N-[(6-chloro-2-pyridyl)methyl]-3,3,4,4-tetrafluoro-pyrrolidine-1-carboxamide ClC1=CC=CC(=N1)CNC(=O)N1CC(C(C1)(F)F)(F)F